(5RS)-2-(3-Chlorobenzyl)-5-[(3,3-difluoropyrrolidin-1-yl)carbonyl]-5,6,7,8-tetrahydro[1,2,4]triazolo[4,3-a]pyridin-3(2H)-one ClC=1C=C(CN2N=C3N([C@H](CCC3)C(=O)N3CC(CC3)(F)F)C2=O)C=CC1 |r|